1,3,5-Trithian S1CSCSC1